C1(CC1)C1=NC(=CC(=C1)OCC1=CC=C(C=C1)[C@@H](C)[C@]1(C(NC(C1)=O)=O)C)C (3S)-3-[(1R)-1-[4-[(2-cyclopropyl-6-methyl-4-pyridinyl)oxymethyl]phenyl]ethyl]-3-methyl-pyrrolidine-2,5-dione